C(C)(C)(C)OC(=O)N1CC(C1)N1CCC(CC1)CC(=O)OCC1=CC=CC=C1 3-[4-(2-benzyloxy-2-oxoethyl)-1-piperidinyl]azetidine-1-carboxylic acid tert-butyl ester